C(C)(C)(C)OC(=O)N1CCC2(CC1)CCC(CC2)=O 9-oxo-3-azaspiro[5.5]undecane-3-carboxylic acid tert-butyl ester